Cl.FC(CC1=NC2=CC=CC=C2C=N1)(F)F (2,2,2-trifluoroethyl)quinazoline hydrochloride